ClC1=NC(=NC(=C1)N1CCC(CC1)F)S(=O)(=O)C 4-chloro-6-(4-fluoropiperidin-1-yl)-2-(methanesulfonyl)pyrimidine